methyl-3-(1-(oxetan-3-yl)-1H-imidazol-4-yl)-1-(4-(trifluoromethyl)phenyl)-1H-indole-5-sulfonamide CC=1N(C2=CC=C(C=C2C1C=1N=CN(C1)C1COC1)S(=O)(=O)N)C1=CC=C(C=C1)C(F)(F)F